COC1=CC=C(C=C1)C(OC[C@@]1([C@H]([C@H]([C@@H](O1)N1C(NC(C(=C1)C)=O)=O)O)O)CO[Si](C(C)C)(C(C)C)C(C)C)(C1=CC=CC=C1)C1=CC=C(C=C1)OC 1-[(2R,3R,4S,5S)-5-[[bis(4-methoxyphenyl)-phenyl-methoxy]methyl]-3,4-dihydroxy-5-(triisopropylsilyloxymethyl)tetrahydrofuran-2-yl]-5-methyl-pyrimidine-2,4-dione